CC(CO)(C)N1N=CC(=C1)C1=NC(=NC=C1C(F)(F)F)SC 2-methyl-2-(4-(2-(methylthio)-5-(trifluoromethyl)pyrimidin-4-yl)-1H-pyrazol-1-yl)propan-1-ol